N-[1-(5-methoxy-2-pyrimidin-2-yl-pyrazol-3-yl)ethylidene]-2-methyl-propane-2-sulfinamide COC=1C=C(N(N1)C1=NC=CC=N1)C(C)=NS(=O)C(C)(C)C